NC1=NNC2=C1C(=NC=C2C=2C=NN1C2C=NC=C1)C1=CC=C(CNC(C2=C(C=CC(=C2)F)OC)=O)C=C1 N-(4-(3-amino-7-(pyrazolo[1,5-a]pyrazin-3-yl)-1H-pyrazolo[4,3-c]pyridin-4-yl)benzyl)-5-fluoro-2-methoxybenzamide